6-(difluoro[6-(1-methyl-1H-pyrazol-4-yl)[1,2,4]triazolo[4,3-b]pyridazin-3-yl]methyl)quinoline FC(C=1C=C2C=CC=NC2=CC1)(C1=NN=C2N1N=C(C=C2)C=2C=NN(C2)C)F